5,8,11,14-tetraoxatetracosane-1-sulfonic acid sodium salt [Na+].C(CCCOCCOCCOCCOCCCCCCCCCC)S(=O)(=O)[O-]